N-[5-[5-methyl-3-[[(2R)-4-methylmorpholin-2-yl]methoxy]isothiazol-4-yl]pyrazolo[1,5-a]pyridin-2-yl]cyclopropanecarboxamide CC1=C(C(=NS1)OC[C@H]1CN(CCO1)C)C1=CC=2N(C=C1)N=C(C2)NC(=O)C2CC2